Tetrachloroethen ClC(=C(Cl)Cl)Cl